(8-(5-((1H-pyrazol-3-yl)methyl)-1,3,4-oxadiazol-2-yl)-2-((S)-2,2-dimethylcyclopropane-1-carbonyl)-2,6-diazaspiro[3.4]octan-6-yl)(thiazol-5-yl)methanone N1N=C(C=C1)CC1=NN=C(O1)C1CN(CC12CN(C2)C(=O)[C@@H]2C(C2)(C)C)C(=O)C2=CN=CS2